1-((2S,4R)-4-Fluoro-1-methylpyrrolidin-2-yl)ethan-1-ol F[C@@H]1C[C@H](N(C1)C)C(C)O